BrC1(O)C=CC(O)(C=C1)Br 1,4-dibromohydroquinone